N=1N(N=CC1)C1=C(C=C(C=N1)NC(C1=C(C=C(C(=C1)F)C1=C(C(=NC=C1C#C)C#N)N)Cl)=O)C(F)(F)F N-(6-(2H-1,2,3-triazol-2-yl)-5-(trifluoromethyl)pyridin-3-yl)-4-(3-amino-2-cyano-5-ethynylpyridin-4-yl)-2-chloro-5-fluorobenzamide